O=C1NC(CCC1N1C=C(C2=C(C=CN=C12)C#CC)C)=O 3-(1-(2,6-dioxopiperidin-3-yl)-3-methyl-1H-7-azaindol-4-yl)prop-2-yne